C(=O)(O)C(O)C(O)C(=O)[O-] hydrogen (2R,3R)-tartrate